1-(3-chloro-2,6-difluorobenzyl)-4-((3-fluoro-4-(1-hydroxycyclopropyl)-6-((5-methyl-1H-pyrazol-3-yl)amino)pyridin-2-yl)methyl)piperidine-4-carboxylic acid ClC=1C(=C(CN2CCC(CC2)(C(=O)O)CC2=NC(=CC(=C2F)C2(CC2)O)NC2=NNC(=C2)C)C(=CC1)F)F